COCCC(=O)NC beta-methoxy-N-methylpropionamide